C1(CC1)NC(COC=1C=CC=C2C(=NN(C12)C)C1C(NC(CC1)=O)=O)=O N-cyclopropyl-2-((3-(2,6-dioxopiperidin-3-yl)-1-methyl-1H-indazol-7-yl)oxy)-acetamide